O=C1NC(C=CC1N1C(C2=CC=C(C=C2C1=O)F)=O)=O 2-(2,6-dioxopyridin-3-yl)-5-fluoroisoindolin-1,3-dione